CN(C1CCN(CC1)CC1=C(C=CC=C1)B(O)O)C (2-([4-(DIMETHYLAMINO)PIPERIDIN-1-YL]METHYL)PHENYL)BORANEDIOL